Methyl (S)-5-(3-fluorophenoxy)-2-methyl-6-(1-(piperidin-4-yl)-1H-pyrazol-4-yl)-3,4-dihydroquinoline-1(2H)-carboxylate FC=1C=C(OC2=C3CC[C@@H](N(C3=CC=C2C=2C=NN(C2)C2CCNCC2)C(=O)OC)C)C=CC1